NC/C(=C(\C)/C1=C2CN(C(C2=CC=C1)=O)C1C(NC(CC1)=O)=O)/F (Z)-3-(4-(4-amino-3-fluorobut-2-en-2-yl)-1-oxoisoindolin-2-yl)piperidine-2,6-dione